5'-fluoro-1'-methyl-1H-4,6'-biindazole FC=1C=C2C=NN(C2=CC1C=1C=2C=NNC2C=CC1)C